1-((1-ethyl-1H-pyrazol-5-yl)methyl)-1H-benzo[d]Imidazole-6-carboxylic acid methyl ester COC(=O)C=1C=CC2=C(N(C=N2)CC2=CC=NN2CC)C1